CC1=CC(OC1CC(=C)C)=O 4-methyl-5-(2-methyl-2-propenyl)-2(5H)-furanone